tert-butyl 2-{[(3-bromo-2-cyanophenyl)amino]carbonyl}-6,7-dihydro[1,3]thiazolo[5,4-c]pyridine-5(4H)-carboxylate BrC=1C(=C(C=CC1)NC(=O)C=1SC=2CN(CCC2N1)C(=O)OC(C)(C)C)C#N